FC(CN1C=NC2=C1C=C(C=C2C(=O)N[C@@H]2[C@H](CN(CC2)C(=O)OC(C)(C)C)C)C#CCNC2=C(C=C(C=C2)S(=O)(=O)C)OC)F.C2(=CC=C(C=C2)N)N p-Phenylenediamine tert-butyl (3S,4S)-4-[[1-(2,2-difluoroethyl)-6-[3-(2-methoxy-4-methylsulfonyl-anilino)prop-1-ynyl]benzimidazole-4-carbonyl]amino]-3-methyl-piperidine-1-carboxylate